(R)-5-ethynyl-6-fluoro-4-(8-fluoro-4-(methyl(pyrrolidin-2-ylmethyl)amino)-2-morpholinopyrido[4,3-d]pyrimidin-7-yl)quinolin-2(1H)-one C(#C)C1=C2C(=CC(NC2=CC=C1F)=O)C1=C(C=2N=C(N=C(C2C=N1)N(C[C@@H]1NCCC1)C)N1CCOCC1)F